hexa(allylamino)cyclotriphosphazene tert-butyl-N-[(2S)-1-(3-bromo-2-chlorophenoxy)-4-carbamoylbutan-2-yl]carbamate C(C)(C)(C)OC(N[C@H](COC1=C(C(=CC=C1)Br)Cl)CCC(N)=O)=O.C(C=C)NP1(=NP(=NP(=N1)(NCC=C)NCC=C)(NCC=C)NCC=C)NCC=C